2-(3-amino-1-(5-methyl-2-((3-methylisothiazol-5-yl)amino)pyrimidin-4-yl)azetidin-3-yl)acetonitrile NC1(CN(C1)C1=NC(=NC=C1C)NC1=CC(=NS1)C)CC#N